FC1=C(C[C@@]2(NCCC2)C(=O)O)C=CC=C1 α-(2-fluoro-benzyl)-proline